N-isobutyl-2,3-dihydrobenzofuran-4-carboxamide C(C(C)C)NC(=O)C=1C=CC=C2C1CCO2